2-(2-Aminoacetyl)benzofuran-5-carboxylic acid methyl ester hydrochloride Cl.COC(=O)C=1C=CC2=C(C=C(O2)C(CN)=O)C1